L-Lyxitol C([C@H](O)[C@H](O)[C@@H](O)CO)O